C(=O)(O)CCOCCC(C)CC=O 2-(2-(2-carboxyethoxy)ethyl)-4-oxobutan